CN1C(=NC(=C1)C(F)(F)F)C12CCC(CC1)CC2 4-(1-methyl-4-(trifluoromethyl)-1H-imidazol-2-yl)bicyclo[2.2.2]octane